NC1=C(C=2C(=NC=3N(C2)CCN3)N1C1=C(C(=CC=C1C)OC)C)C#N 7-amino-8-(3-methoxy-2,6-dimethylphenyl)-2,8-dihydro-3H-imidazo[1,2-a]pyrrolo[2,3-d]pyrimidine-6-carbonitrile